C(CCCCCCCCCC)[Si](OCC)(OCC)C n-undecylmethyl-diethoxysilane